2-[3-[[8-[[4-(trifluoromethyl)phenyl]methyl]imidazo[1,5-a]pyridine-1-carbonyl]amino]-1-bicyclo[1.1.1]pentyl]acetic acid FC(C1=CC=C(C=C1)CC=1C=2N(C=CC1)C=NC2C(=O)NC21CC(C2)(C1)CC(=O)O)(F)F